tert-butyl 4-(4-{[2-chloro-7-(oxan-4-yl)-7H-purin-6-yl]oxy}phenyl)piperazine-1-carboxylate ClC1=NC(=C2N(C=NC2=N1)C1CCOCC1)OC1=CC=C(C=C1)N1CCN(CC1)C(=O)OC(C)(C)C